5-((1-(Pyridazin-4-yl)-1H-indazol-6-yl)oxy)-5,6,7,8-tetrahydronaphthalene-2-carbonitrile N1=NC=C(C=C1)N1N=CC2=CC=C(C=C12)OC1C=2C=CC(=CC2CCC1)C#N